COC=1C=C2C=CN=C(C2=CC1O)C1=CC=C(C=C1)NC 6-methoxy-1-(4-(methylamino)phenyl)isoquinolin-7-ol